C(C)NC(=O)NC1=NC2=C(N1)C=CC(=C2)C2=C(C=CC(=C2)CC2=NNC(C1=CC=CC=C21)=O)C(F)(F)F 1-Ethyl-3-(5-(5-((4-oxo-3,4-dihydrophthalazin-1-yl)methyl)-2-(trifluoromethyl)phenyl)-1H-benzoimidazol-2-yl)urea